C(C=CC=CC=CC=CC=CC=CCCCCCCCCC)(=O)N(C(CCCC)=O)OC(C(C)C1=CC=C(C=C1)CC(C)C)=O (4-isobutyl-phenyl)-propionic acid-(docosahexenoyl-5-pentanoylamino) ester